(S)-(3-(1-(6-bromo-3-carbamoylpyridin-2-yl)-5,5-dimethylpyrrolidin-3-yl)propyl)carbamic acid benzyl ester C(C1=CC=CC=C1)OC(NCCC[C@@H]1CN(C(C1)(C)C)C1=NC(=CC=C1C(N)=O)Br)=O